FC(C(=O)O)(F)F.FC(C(=O)N1[C@H](CNCC1)C(F)(F)F)=C 2-fluoro-1-[(2R)-2-(trifluoromethyl)piperazin-1-yl]prop-2-en-1-one trifluoroacetate